tert-Butyl (2-chloropyridin-4-yl)methylcarbamate ClC1=NC=CC(=C1)CNC(OC(C)(C)C)=O